CC1=CC=C(C=C1)S(=O)(=O)CC(=O)N p-toluenesulfonyl-acetamide